N-Boc-D-alaninol C(=O)(OC(C)(C)C)N[C@H](C)CO